2'-amino-5'-(6-((3-aminophenyl)amino)pyrimidin-4-yl)-N,N-dimethyl-[2,3'-bipyridine]-5-carboxamide NC1=NC=C(C=C1C1=NC=C(C=C1)C(=O)N(C)C)C1=NC=NC(=C1)NC1=CC(=CC=C1)N